2,6-dibromobenzylamine BrC1=C(CN)C(=CC=C1)Br